O=C1N(C(CC1)=O)C=1C(=C(C(=O)O)C=CC1NC(CCC)=O)OC(C)=O.FC1=C(C(=CC=C1)S(=O)(=O)C=1C=C(C)C=CC1)C(F)(F)F 1-fluoro-3-(m-toluenesulfonyl)-2-(trifluoromethyl)benzene 2,5-dioxopyrrolidin-1-yl-2-acetoxy-4-butyrylaminobenzoate